FC1=CC=C(C=C1)CC(=O)N1CCN(CC1)C=1C=NN2C1C=CC(=C2)C=2C=NN(C2)C 2-(4-fluorophenyl)-1-(4-(6-(1-methyl-1H-pyrazol-4-yl)pyrazolo[1,5-a]pyridin-3-yl)piperazin-1-yl)ethan-1-one